5-methoxypyridin-2(1H)-one COC=1C=CC(NC1)=O